Cl.NCCCN1C(=CC(C(=C1)C(=O)O)=O)C(=O)OCC ethyl 1-(3-aminopropyl)-4-oxo-1,4-dihydropyridine-2,5-dicarboxylate hydrochloride